C(#N)C=1C=NN2C1C(=CC(=C2)C=2C=NN(C2)C)N2C[C@H](N(CC2)C(=O)NCC=2C=NC(=CC2)N2N=CC(=C2)F)C (R)-4-(3-cyano-6-(1-methyl-1H-pyrazol-4-yl)pyrazolo[1,5-a]pyridin-4-yl)-N-((6-(4-fluoro-1H-pyrazol-1-yl)pyridin-3-yl)methyl)-2-methylpiperazine-1-carboxamide